FC1(C[C@H](NC1)[C@@H]1OCCC2=CC=CC=C12)F (S)-4,4-difluoro-2-((R)-isochroman-1-yl)pyrrolidine